(R)-5-chloro-N-(pyrrolidin-3-yl)-4-(1H-pyrrolo[2,3-b]pyridin-3-yl)pyrimidin-2-amine ClC=1C(=NC(=NC1)N[C@H]1CNCC1)C1=CNC2=NC=CC=C21